C(C1=CC=C(C(=O)OCCCCCCC(C)C)C=C1)(=O)OCC(CCCC)CC 2-ethylhexyl isononyl terephthalate